O=C1NC(CCC1N1C(C2=CC=CC(=C2C1=O)CCCOCCC(=O)OC(C)(C)C)=O)=O tert-butyl 3-(3-(2-(2,6-dioxopiperidin-3-yl)-1,3-dioxoisoindolin-4-yl)propoxy)propanoate